O.CC1=CC=C(C=C1)S(=O)(=O)O Toluene-4-sulfonic acid, monohydrate